[(5-iodo-2-methylphenyl)methyl]thiophene IC=1C=CC(=C(C1)CC=1SC=CC1)C